2-tolueneacetonitrile CC=1C(=CC=CC1)CC#N